BrC=1C=C(C=C(C1O)Br)C(=O)N1C=CC=2C1=NC=CC2 (3,5-dibromo-4-hydroxyphenyl)(1H-pyrrolo[2,3-b]pyridin-1-yl)methanone